di(n-hexyl) phosphate P(=O)(OCCCCCC)(OCCCCCC)[O-]